1-methyl-4-(hept-6-en-1-yl)benzene CC1=CC=C(C=C1)CCCCCC=C